N-{3-Chloro-4-[(3-fluorobenzyl)oxy]phenyl}-6-[5-({[2-(methanesulphonyl)ethyl]amino}methyl)-2-furyl]-4-quinazolinamine ClC=1C=C(C=CC1OCC1=CC(=CC=C1)F)NC1=NC=NC2=CC=C(C=C12)C=1OC(=CC1)CNCCS(=O)(=O)C